1-allyl-5-hydroxy-3-[(S)-1-methylallyl]-4,6-dioxo-N-[(2,4,6-trifluorophenyl)methyl]-2H-pyrido[2,1-f][1,2,4]triazine-7-carboxamide C(C=C)N1N2C(C(N(C1)[C@H](C=C)C)=O)=C(C(C(=C2)C(=O)NCC2=C(C=C(C=C2F)F)F)=O)O